5-((2R,3S)-2-methyl-3-((methylsulfonyl)methyl)azetidin-1-yl)-2-(methylthio)quinazolin-8-ol C[C@H]1N(C[C@@H]1CS(=O)(=O)C)C1=C2C=NC(=NC2=C(C=C1)O)SC